(S)-4-(4-((7-chloro-6-oxo-5,6-dihydro-1,5-naphthyridin-3-yl)methyl)piperazin-1-yl)-3-fluoro-N-(tetrahydrofuran-3-yl)benzamide ClC=1C(NC=2C=C(C=NC2C1)CN1CCN(CC1)C1=C(C=C(C(=O)N[C@@H]2COCC2)C=C1)F)=O